CC1N(C(CC1)C)CC1(CCNCC1)O 4-[(2,5-dimethylpyrrolidin-1-yl)methyl]piperidin-4-ol